ClC=1C=CC(=C(C1)CS(=O)(=O)Cl)C1OCCC1 (5-chloro-2-(tetrahydrofuran-2-yl)phenyl)methylsulfonyl chloride